FC1=C(C=CC(=C1)OC)S(=O)(=O)N1CCC2(CCC(C2)N2CC3(COC3)C2)CC1 6-(8-((2-fluoro-4-methoxyphenyl)sulfonyl)-8-azaspiro[4.5]dec-2-yl)-2-oxa-6-azaspiro[3.3]heptane